NC=1SC2=C(N1)C(=CC=C2)O 2-Amino-4-hydroxybenzothiazole